6-chloro-2-(2-methyltetrazol-5-yl)pyridin-3-amine ClC1=CC=C(C(=N1)C=1N=NN(N1)C)N